COC1=NC(=NN2C1=C(C=C2)C2=CC=1N(C=C2)N=CC1)NC1CC(C1)(C)NC(C)=O N-(trans-3-((4-methoxy-5-(pyrazolo[1,5-a]pyridin-5-yl)pyrrolo[2,1-f][1,2,4]triazin-2-yl)amino)-1-methylcyclobutyl)acetamide